cis-Propen C=CC